4-pentylnonyl 8-[4-(dimethylamino)butyl-[8-oxo-8-(4-pentylnonoxy)octyl]amino]octanoate CN(CCCCN(CCCCCCCC(=O)OCCCC(CCCCC)CCCCC)CCCCCCCC(OCCCC(CCCCC)CCCCC)=O)C